C(C1=CC=CC=C1)NC(=O)[C@]12[C@@H]([C@@H]3[C@H](C=N1)[C@@H](CN3CC3=CC=C(C=C3)OC)C2)CC(C)C |o1:10,11,12,13,16| (3S*,3aR*,6S*,7R*,7aR*)-N-Benzyl-7-isobutyl-1-(4-methoxybenzyl)-1,2,3,3a,7,7a-hexahydro-6H-3,6-methanopyrrolo[3,2-c]pyridin-6-carboxamide